nickel (ii) iodide [Ni](I)I